FC1=NC=NC=N1 2-fluoro-1,3,5-triazine